1-(6-(1-(3-(4-(3-(4-chloro-3-ethyl-1H-pyrrolo[2,3-b]pyridin-5-yl)phenyl)-3-oxopiperazin-1-yl)propyl)piperidin-4-yl)naphthalen-1-yl)dihydropyrimidine-2,4(1H,3H)-dione ClC1=C2C(=NC=C1C=1C=C(C=CC1)N1C(CN(CC1)CCCN1CCC(CC1)C=1C=C3C=CC=C(C3=CC1)N1C(NC(CC1)=O)=O)=O)NC=C2CC